C1CCC2=C(C=3CCCC3C=C12)NC(=O)N[C@@H](C(=O)OC)CC1=CC(=CC=C1)O methyl (2R)-2-{[(1,2,3,5,6,7-hexahydro-s-indacen-4-yl)carbamoyl]amino}-3-(3-hydroxyphenyl)propanoate